C(#N)C=1C=CC=C2C(=NN(C12)COCC[Si](C)(C)C)C[C@@H]1CN(CCC1)C(=O)OC(C)(C)C tert-butyl (3R)-3-[(7-cyano-1-{[2-(trimethylsilyl)ethoxy]methyl}indazol-3-yl)-methyl]-piperidine-1-carboxylate